NC1=C(C=C(C=N1)NC(C(=O)N1C(CCCC1)C=1C=CC2=C(N=C(S2)C2CCN(CC2)C)C1)=O)CC N-(6-amino-5-ethylpyridin-3-yl)-2-(2-(2-(1-methylpiperidin-4-yl)benzo[d]thiazol-5-yl)piperidin-1-yl)-2-oxoacetamide